2-(difluoromethyl)-4-((4S,5R)-3-((difluoromethyl)sulfonyl)-5-fluoro-4-hydroxy-4,5,6,7-tetrahydro-1H-indol-1-yl)benzonitrile FC(C1=C(C#N)C=CC(=C1)N1C=C(C=2[C@@H]([C@@H](CCC12)F)O)S(=O)(=O)C(F)F)F